C(C1=CC=CC=C1)OC(=O)N(C(C(=O)O)(C)C)C 2-((benzyloxycarbonyl)(methyl)amino)-2-methylpropanoic acid